C(#N)C=1C=NN2C1C(=CC(=C2)OCC2(CN(C2)C(=O)OC(C)(C)C)F)B2OC(C(O2)(C)C)(C)C tert-butyl 3-(((3-cyano-4-(4,4,5,5-tetramethyl-1,3,2-dioxaborolan-2-yl)pyrazolo[1,5-a]pyridin-6-yl)oxy)methyl)-3-fluoroazetidine-1-carboxylate